(±)-3-(6-methoxypyridazin-3-yl)-3-(3-(3-(5,6,7,8-tetrahydro-1,8-naphthyridin-2-yl)propyl)-1H-pyrazol-1-yl)propionic acid COC1=CC=C(N=N1)[C@@H](CC(=O)O)N1N=C(C=C1)CCCC1=NC=2NCCCC2C=C1 |r|